C(C)(C)(C)OC(=O)N1CCC(C1)C(C(=O)OCC)(C)C 4-(1-ethoxy-2-methyl-1-oxopropan-2-yl)pyrrolidine-1-carboxylic acid tert-butyl ester